(S)-tert-butyl 2-formylmorpholine-4-carboxylate C(=O)[C@@H]1CN(CCO1)C(=O)OC(C)(C)C